O=C1NC(CCC1N1C(C2=CC=CC(=C2C1=O)C#CCCCCCN1CCC(CC1)C1=CC=C(C(=O)N2CCC(CC2)CCCCNC(\C=C\C=2C=NC=CC2)=O)C=C1)=O)=O (E)-N-(4-(1-(4-(1-(7-(2-(2,6-dioxopiperidin-3-yl)-1,3-dioxoisoindolin-4-yl)hept-6-yn-1-yl)piperidin-4-yl)benzoyl)piperidin-4-yl)butyl)-3-(pyridin-3-yl)acrylamide